(3R)-3-(1,4-Dimethyl-1H-benzotriazol-5-yl)-3-(7-{[(2R)-7-hydroxy-2-(trifluoromethyl)-2,3-dihydropyrido[2,3-f][1,4]oxazepin-4(5H)-yl]methyl}-1-benzothiophen-5-yl)propanoic acid CN1N=NC2=C1C=CC(=C2C)[C@H](CC(=O)O)C=2C=C(C1=C(C=CS1)C2)CN2C[C@@H](OC1=C(C2)N=C(C=C1)O)C(F)(F)F